ClC1=CC(=C(C=N1)C=C=O)C (6-chloro-4-methylpyridin-3-yl)ketene